CS(=O)(=O)N1CCN(CC1)C(C)C=1SC=2N=C(N=C(C2N1)N1CCOCC1)N1N=C(C=C1)C=1C=C(C=CC1)C 4-(2-(1-(4-(methylsulfonyl)piperazin-1-yl)ethyl)-5-(3-(m-tolyl)-1H-pyrazol-1-yl)thiazolo[5,4-d]pyrimidin-7-yl)morpholine